CC1N(CCOC12COC2)C=2C(=NC=C(C2)C#C[Si](C(C)C)(C(C)C)C(C)C)[N+](=O)[O-] 9-Methyl-8-(2-nitro-5-{2-[tris(prop-2-yl)silyl]ethynyl}pyridin-3-yl)-2,5-dioxa-8-azaspiro[3.5]nonane